tert-butyl (1-(6-benzyl-3-chloro-4-cyano-5,6,7,8-tetrahydro-2,6-naphthyridin-1-yl)piperidin-4-yl)carbamate C(C1=CC=CC=C1)N1CC=2C(=C(N=C(C2CC1)N1CCC(CC1)NC(OC(C)(C)C)=O)Cl)C#N